FC=1C(=C(C=CC1)C(=O)N1[C@@H]2[C@@H](C[C@H](C1)C2)OC2=NC=C(C=C2F)C(F)(F)F)C2=NC=CC=N2 (3-fluoro-2-(pyrimidin-2-yl)phenyl)((1S,4R,6R)-6-((3-fluoro-5-(trifluoromethyl)pyridin-2-yl)oxy)-2-azabicyclo[2.2.1]heptan-2-yl)methanone